(S)-10-bromo-9-chloro-11-fluoro-5-(1-fluorocyclopropyl)-2-(((2R,7aS)-2-fluorotetrahydro-1H-pyrrolizin-7a(5H)-yl)methoxy)-4-methyl-4,5,6,7-tetrahydro-[1,5]oxazocino[4,3,2-de]quinazoline BrC=1C(=C2C=3C(=NC(=NC3C1F)OC[C@]13CCCN3C[C@@H](C1)F)N([C@@H](CCO2)C2(CC2)F)C)Cl